2-(1-((2R,3R)-3-(2,4-difluorophenyl)-3-hydroxy-4-(1H-1,2,4-triazol-1-yl)-2-butyl)piperidin-4-ylidene)-N-(4-bromophenyl)acetamide FC1=C(C=CC(=C1)F)[C@]([C@@H](C)N1CCC(CC1)=CC(=O)NC1=CC=C(C=C1)Br)(CN1N=CN=C1)O